8-ethoxymethoxy-1,3,5-trimethyloctylmagnesium chloride C(C)OCOCCCC(CC(CC(C)[Mg]Cl)C)C